(R)-N-((1s,4S)-4-methoxy-4-(trifluoromethyl)cyclohexyl)-4-(5-(6-methylpyrimidin-4-yl)-1H-pyrazole-3-carbonyl)-4-azaspiro[2.5]octane-7-carboxamide COC1(CCC(CC1)NC(=O)[C@@H]1CCN(C2(CC2)C1)C(=O)C1=NNC(=C1)C1=NC=NC(=C1)C)C(F)(F)F